COC1=NC(=NC=C1CO)C (4-methoxy-2-methyl-pyrimidin-5-yl)methanol